N[C@@H](CCC(=O)N[C@@H](CS)C(=O)NCC(=O)O)C(=O)O gamma-glutamyl-cysteinyl-glycine